C1(CC1)C=1C=CC(=NC1)NC1=CC(=C2C(=N1)NN(C2=O)C)NC2=C(C(=CC=C2)C=2N=NN(N2)C)OC 6-((5-Cyclopropylpyridin-2-yl)amino)-4-((2-methoxy-3-(2-methyl-2H-tetrazol-5-yl)phenyl)amino)-2-methyl-1,2-dihydro-3H-pyrazolo[3,4-b]pyridin-3-one